C1(=CC=CC=C1)C1(C2=CC=CC=C2C=2C=C(C=CC12)OB(O)O)C1=CC=CC=C1 (9,9'-diphenyl-9H-fluoren-3-yl)boric acid